NCC1(CC1)CC(=O)N1CCN(CC1)C1=NC=C(C=N1)C(F)(F)F 2-[1-(aminomethyl)cyclopropyl]-1-[4-[5-(trifluoromethyl)pyrimidin-2-yl]piperazinyl]ethanone